(E)-4-(2-(4,4-difluorocyclohexyl)vinyl)-5-methoxypicolinic acid FC1(CCC(CC1)/C=C/C1=CC(=NC=C1OC)C(=O)O)F